COC1=NC=CC2=C1N=C(N2)NC=2OC=NN2 N-(4-methoxy-1H-imidazo[4,5-c]pyridin-2-yl)-1,3,4-oxadiazol-2-amine